4-nitrobenzeneacetamide [N+](=O)([O-])C1=CC=C(C=C1)CC(=O)N